3-(4'-chlorophenyl)-1,1-dimethylurea ClC1=CC=C(C=C1)NC(N(C)C)=O